COC1CN(C1)C(CCC1=CC=CC(=N1)C(=O)OCC)(C)C ethyl 6-[3-(3-methoxyazetidin-1-yl)-3-methylbutyl]pyridine-2-carboxylate